CO[C@@H]1COCC[C@@H]1N cis-3-methoxytetrahydro-2H-pyran-4-amine